5-chlorouracil-1-acetic acid ClC=1C(NC(N(C1)CC(=O)O)=O)=O